C1(=CC=CC=C1)C=1SC(=CN1)C=1C=C(NS(N1)(=O)=O)C(=O)OC Methyl 5-(2-phenylthiazol-5-yl)-2H-1,2,6-thiadiazine-3-carboxylate 1,1-dioxide